FC=1C(=C(C=O)C=CC1)OC(F)(F)F 3-fluoro-(trifluoromethoxy)benzaldehyde